5-(2,5-diazabicyclo[2.2.1]heptan-2-yl)-2-(2,6-dioxopyridin-3-yl)isoindoline-1,3-dione C12N(CC(NC1)C2)C=2C=C1C(N(C(C1=CC2)=O)C2C(NC(C=C2)=O)=O)=O